C2-chloro-4-(1-ethoxyvinyl)-7-fluoroquinazoline ClC1=NC2=CC(=CC=C2C(=N1)C(=C)OCC)F